Butyl ((5-isobutyl-4-methyl-3-(4-((2-methyl-1H-imidazol-1-yl)methyl)phenyl)thiophen-2-yl)sulfonyl)carbamate C(C(C)C)C1=C(C(=C(S1)S(=O)(=O)NC(OCCCC)=O)C1=CC=C(C=C1)CN1C(=NC=C1)C)C